Methyl (5-(5-((6,7-difluoro-4-oxo-3,4-dihydrophthalazin-1-yl)methyl)-2-fluorophenyl)-1H-benzoimidazol-2-yl)carbamate FC=1C=C2C(NN=C(C2=CC1F)CC=1C=CC(=C(C1)C1=CC2=C(NC(=N2)NC(OC)=O)C=C1)F)=O